FC(C(=O)O)(F)F.CN1N=C(C=C1S(=O)(=O)N1CCC2(CC(CO2)N2CC3(CCOC3)CC2)CC1)C 8-((1,3-dimethyl-1H-pyrazol-5-yl)sulfonyl)-3-(2-oxa-7-azaspiro[4.4]non-7-yl)-1-oxa-8-azaspiro[4.5]decane trifluoroacetate